(rac)-3-cyclopropyl-4-(4-ethynyl-2,6-difluorophenyl)-1-(1-((2-(trimethylsilyl)ethoxy)methyl)-1H-benzo[d]imidazol-5-yl)azetidin-2-one C1(CC1)C1C(N(C1C1=C(C=C(C=C1F)C#C)F)C1=CC2=C(N(C=N2)COCC[Si](C)(C)C)C=C1)=O